CC1=CC(=NC=C1)C=O (4-methylpyridin-2-yl)methanone